(R)-N-((S)-1'-(8-bromo-7-methylimidazo[1,2-c]pyrimidin-5-yl)-1,3-dihydrospiro[indene-2,4'-piperidin]-1-yl)-2-methylpropane-2-sulfinamide BrC=1C=2N(C(=NC1C)N1CCC3(CC1)[C@@H](C1=CC=CC=C1C3)N[S@](=O)C(C)(C)C)C=CN2